(4aR,8aS)-6-(3-((2-Chloro-4-fluorophenoxy)methyl)azetidine-1-carbonyl)hexahydro-2H-pyrido[4,3-b][1,4]oxazin-3(4H)-one ClC1=C(OCC2CN(C2)C(=O)N2C[C@@H]3[C@@H](OCC(N3)=O)CC2)C=CC(=C1)F